CC1=C(C=CC(=C1)C#C)C#C 2-methyl-1,4-diethynylbenzene